COC1=C(C(=CC=C1)OC)N1C(=NN=C1C=1C=NC=C(C1)C)NS(=O)(=O)C(C(C1=NC=C(C=N1)C)OC(C)C)C N-(4-(2,6-dimethoxyphenyl)-5-(5-methyl-3-pyridinyl)-4H-1,2,4-triazol-3-yl)-1-isopropoxy-1-(5-methyl-2-pyrimidinyl)-2-propanesulfonamide